[N+](=O)([O-])C=1C=C2CCNC2=CC1 5-nitro-2,3-dihydro-1H-indole